C(C(C)C)C1=CC=C(C=C1)C1=CC=C(C=C1)C(C)=O 1-(4'-isobutyl-[1,1'-biphenyl]-4-yl)ethan-1-one